C1=CC=[N+](C=C1)P(=S)([S-])SP(=S)([N+]2=CC=CC=C2)[S-] 2,4-bis(pyridin-1-ium-1-yl)-2,4-disulfanylidenediphosphathiane-1,5-diide